C[Si](OC(CC([SiH3])(O[Si](C)(C)C)O[Si](C)(C)C)NC(C=C)=O)(C)C N-[tris(trimethylsiloxy)-silylpropyl]acrylamide